2-(chloromethyl)-3-((1-(fluoromethyl)cyclopropyl)methyl)-3H-imidazo[4,5-b]pyridine ClCC1=NC=2C(=NC=CC2)N1CC1(CC1)CF